C[N+](C)(CCCS(=O)(=O)[O-])CCCNC(CCCCCCCCCCCCCCC)=O 3-[N,N-dimethyl(3-palmitoylaminopropyl) ammonio]-propanesulfonate